tert-butyl (3S)-3-({5-[3-(cyclopropylcarbamoyl)-1H-indazol-6-yl]-2-(deutero)methoxypyridin-3-yl}formamido)butanoate C1(CC1)NC(=O)C1=NNC2=CC(=CC=C12)C=1C=C(C(=NC1)OC[2H])C(=O)N[C@H](CC(=O)OC(C)(C)C)C